4-Aminochroman-8-ol Hydrobromide Br.NC1CCOC2=C(C=CC=C12)O